Cl.Cl.N1=C(C=CC=C1)C1=CC=C(N)C=C1 4-(2-pyridyl)aniline dihydrochloride